2-[(4-{3-[2-fluoro-5-(trifluoromethyl)phenyl]-1H-pyrrolo[3,2-b]pyridin-2-yl}pyridin-3-yl)oxy]-N-methylethan-1-amine FC1=C(C=C(C=C1)C(F)(F)F)C1=C(NC=2C1=NC=CC2)C2=C(C=NC=C2)OCCNC